NCC1(CCCCC1)CC(=O)O 1-(aminomethyl)cyclohexaneacetic acid